C(C1=CC=CC=C1)OC1=NC(=CC=C1N1C(N(C2=C1C=CC=C2[N+](=O)[O-])C)=O)OCC2=CC=CC=C2 1-(2,6-dibenzyloxy-3-pyridyl)-3-methyl-4-nitro-benzimidazol-2-one